(3S,4R)-4-(2-(5-cyclopropyl-4-fluoro-3,3-dimethyl-2-oxoindol-1-yl)acetamido)-3-methylpentanoic acid C1(CC1)C=1C(=C2C(C(N(C2=CC1)CC(=O)N[C@@H]([C@H](CC(=O)O)C)C)=O)(C)C)F